5-(2-(3-((tert-butyldimethylsilyl)oxy)-1-(methylamino)cyclobutyl)ethoxy)-7-chloro-8-fluoro-2-(methylthio)pyrido[4,3-d]pyrimidin-4-ol [Si](C)(C)(C(C)(C)C)OC1CC(C1)(NC)CCOC1=NC(=C(C=2N=C(N=C(C21)O)SC)F)Cl